COC(CN[C@@H]1CC2=CC[C@H]3[C@@H]4CC[C@H]([C@@H](CCCC(C)C)C)[C@]4(CC[C@@H]3[C@]2(CC1)C)C)=O (3β)-cholest-5-en-3-yl-glycine methyl ester